ClC1=C(C=O)C=C(C=C1)C1=C(C=CC=C1)N[C@H](C)C=1C=C(C=C2C(C(=C(OC12)N1CCC(CC1)(C)C)C)=O)C 2-chloro-5-[2-[[(1R)-1-[2-(4,4-dimethyl-1-piperidyl)-3,6-dimethyl-4-oxo-chromen-8-yl]ethyl]amino]phenyl]benzaldehyde